7-(4-(1-(2,2,2-trifluoro-1-(4-fluorophenyl)ethyl)-1H-pyrazol-4-yl)pyrimidin-2-yl)-[1,2,4]triazolo[1,5-a]pyridin-2-amine FC(C(C1=CC=C(C=C1)F)N1N=CC(=C1)C1=NC(=NC=C1)C1=CC=2N(C=C1)N=C(N2)N)(F)F